COC1=NC=C(C2=C1N=C(S2)NC(=O)N2CCC(CC2)(CC#C)O)C2=CC=CC=C2 4-Hydroxy-4-prop-2-ynyl-piperidine-1-carboxylic acid (4-methoxy-7-phenyl-thiazolo[4,5-c]pyridin-2-yl)-amide